Hexadecyltrimethylazanium (2S)-2-(6-methoxynaphthalen-2-yl)propanoate COC=1C=C2C=CC(=CC2=CC1)[C@@H](C(=O)[O-])C.C(CCCCCCCCCCCCCCC)[N+](C)(C)C